COC(=O)C1=CC=NC2=CC=C(C=C12)F 6-fluoroquinoline-4-carboxylic acid methyl ester